N-[4-methyl-3-(trifluoromethyl)phenyl]-2-(4-nitrophenyl)-6-(2,2,2-trifluoroethyl)-5,7-dihydropyrrolo[3,4-b]pyridine-3-carboxamide CC1=C(C=C(C=C1)NC(=O)C=1C=C2C(=NC1C1=CC=C(C=C1)[N+](=O)[O-])CN(C2)CC(F)(F)F)C(F)(F)F